BrC1=CC=C2C=NN(C2=C1OC)C(C#N)C 2-(6-Bromo-7-methoxy-1H-indazol-1-yl)propanenitrile